P(=O)(O)([O-])[O-].C[NH2+]C.C[NH2+]C di(dimethylammonium) hydrogenphosphate